2-(3-(2-(2-(benzyloxy)ethoxy)ethoxy)propoxy)-tetrahydro-2H-pyran C(C1=CC=CC=C1)OCCOCCOCCCOC1OCCCC1